(5S,6S)-5-Hydroxy-6-((S)-5H-imidazo[5,1-a]isoindol-5-yl)-N,N-dimethyl-5,6,7,8-tetrahydronaphthalen-2-carboxamid O[C@@H]1C=2C=CC(=CC2CC[C@H]1[C@@H]1N2C(C3=CC=CC=C13)=CN=C2)C(=O)N(C)C